CN(S(=O)(=O)C)C1=C(C(=O)N)C=CC=C1 (N-methylmethylsulfonamido)benzamide